tert-butyl 4-(6-(1-(4-cyano-2-fluorophenyl)-2,2,2-trifluoroethoxy)pyridin-2-yl)piperidine-1-carboxylate C(#N)C1=CC(=C(C=C1)C(C(F)(F)F)OC1=CC=CC(=N1)C1CCN(CC1)C(=O)OC(C)(C)C)F